CC(C(=O)OCOC1=CC(=CC(=C1C1=C(C=CC(=C1)C)C(=C)C)OCOC(C(C)(C)C)=O)CCCCC)(C)C ((5'-methyl-4-pentyl-2'-(prop-1-en-2-yl)-[1,1'-biphenyl]-2,6-diyl)bis(oxy))bis(methylene) bis(2,2-dimethylpropanoate)